thieno[2,3-d]Pyrimidine-4-amine N1=CN=C(C2=C1SC=C2)N